(6R,7R)-7-(6-(bis(4-methoxybenzyl)amino)-4-methyl-3-(trifluoromethyl)pyridin-2-yl)-2-((hexahydro-1H-pyrrolizin-7a-yl)methoxy)-6-methyl-5,6,7,8-tetrahydroquinazolin COC1=CC=C(CN(C2=CC(=C(C(=N2)[C@H]2[C@@H](CC=3C=NC(=NC3C2)OCC23CCCN3CCC2)C)C(F)(F)F)C)CC2=CC=C(C=C2)OC)C=C1